ClC=1C=C2C=C(NC2=CC1OCCC=1N=CSC1)CNC(=O)C1(CC1)C N-((5-chloro-6-(2-(thiazol-4-yl)ethoxy)-1H-indol-2-yl)methyl)-1-methylcyclopropane-1-carboxamide